(Phenyl)Methanamine C1(=CC=CC=C1)CN